1-bromo-6-tert-butyl-10-chloro-9-(3-methoxypropoxy)-2-oxo-6,7-dihydrobenzo[a]Quinolizine-3-carboxylic acid BrC=1C(C(=CN2C(CC3=C(C12)C=C(C(=C3)OCCCOC)Cl)C(C)(C)C)C(=O)O)=O